NC1=NC(=NC=C1)C=1N=C(SC1)N(C=1C=C(C=CC1C)NC(=O)C=1C=NC(=NC1)CN1CCN(CC1)C)CCC N-(3-((4-(4-Aminopyrimidin-2-yl)thiazol-2-yl)(propyl)amino)-4-methylphenyl)-2-((4-methylpiperazin-1-yl)methyl)pyrimidine-5-carboxamide